(R)-1-(difluoromethylene)-5-(6-((1-(2-hydroxyethyl)piperidin-3-yl)amino)-4,5-dimethylpyridazin-3-yl)-2,3-dihydro-1H-inden-4-ol FC(=C1CCC=2C(=C(C=CC12)C=1N=NC(=C(C1C)C)N[C@H]1CN(CCC1)CCO)O)F